4-fluorophenyl thiol FC1=CC=C(C=C1)S